ClC=1C=C(C=CC1Cl)C1CC(CN(C1)C(=O)OC(C)(C)C)(F)F tert-butyl 5-(3,4-dichlorophenyl)-3,3-difluoropiperidine-1-carboxylate